NC=1C=2N(C3=CC(=C(C=C3N1)F)C(=O)N1[C@@H]3[C@H](CCC1)OC1=C3C(=CC(=C1)OC(F)(F)F)F)C=NC2 |r| Rac-(4-amino-7-fluoroimidazo[1,5-a]quinoxalin-8-yl)((4aS,9bS)-9-fluoro-7-(trifluoromethoxy)-3,4,4a,9b-tetrahydrobenzofuro[3,2-b]pyridin-1(2H)-yl)methanone